tert-butyl-2-methyl-(2S,4R)-4-methoxypyrrolidine-1,2-dicarboxylic acid C(C)(C)(C)C1[C@](N(C[C@@H]1OC)C(=O)O)(C(=O)O)C